C1(=CC=C(C=C1)OCC)C(C(=O)O)(O)C phenetyllactic acid